barium-strontium oxide [O-2].[Sr+2].[Ba+2].[O-2]